C(#N)C1=NC2=CC(=CC(=C2N=C1N1CC(C(CC1)(F)F)CO)[C@@H](C)NC1=C(C(=O)O)C=CC=C1)C 2-(((1R)-1-(2-cyano-3-(4,4-difluoro-3-(hydroxymethyl)piperidin-1-yl)-7-methylquinoxalin-5-yl)ethyl)amino)-benzoic acid